6-(4-amino-4-methylpiperidin-1-yl)-5-(1,3,4-oxadiazol-2-yl)-3-(quinolin-7-yl)pyrazin-2-amine NC1(CCN(CC1)C1=C(N=C(C(=N1)N)C1=CC=C2C=CC=NC2=C1)C=1OC=NN1)C